(2-(1-(4,5-dioxo-3,4,5,6-tetrahydropyrido[3,4-d]pyridazin-7-yl)piperidin-4-yl)ethyl)phosphonic acid O=C1NN=CC2=C1C(NC(=C2)N2CCC(CC2)CCP(O)(O)=O)=O